ClC1=C(C=NC(=C1)C(F)(F)F)N1CC2(CC1)CCN(CC2)C2=CN=C1C(=N2)N(N=C1)CC(F)F 2-(4-chloro-6-(trifluoromethyl)pyridin-3-yl)-8-(1-(2,2-difluoroethyl)-1H-pyrazolo[3,4-b]pyrazin-6-yl)-2,8-diazaspiro[4.5]decane